FCCOC=1C=C(C=CC1OC)C=1C=C(C=NC1)C=1CB(OC1)O 4-(5-(3-(2-fluoroethoxy)-4-methoxyphenyl)pyridin-3-yl)-1,2-oxaborol-2-ol